(R*)-(3-amino-6-ethyl-4,5,6,7-tetrahydropyrazolo[3,4-c]pyridin-2-yl)(6-fluoro-1,2,3,4-tetrahydroquinolin-4-yl)methanone NC=1N(N=C2CN(CCC21)CC)C(=O)[C@@H]2CCNC1=CC=C(C=C21)F |o1:14|